COC1=C(C(=CC(=C1)C)C)C1=NC2=NC(=CC=C2C=C1)C1C(CCCC1)B1OC(C(O1)(C)C)(C)C 2-(2-methoxy-4,6-dimethyl-phenyl)-7-[2-(4,4,5,5-tetramethyl-1,3,2-dioxaborolan-2-yl)cyclohexyl]-1,8-naphthyridine